C(C1=CC=CC=C1)N1C[C@H](C=C2C3=C4C(C[C@@H]12)=CNC4=CC=C3)C(=O)N3CCCC3 ((6aR,9S)-7-benzyl-4,6,6a,7,8,9-hexahydroindolo[4,3-fg]quinolin-9-yl)(pyrrolidin-1-yl)methanone